N-(3-(((2-((4-(((2-(2,6-dioxopiperidin-3-yl)-1,3-dioxoisoindolin-5-yl)methyl)amino)phenyl)amino)-5-(trifluoromethyl)pyrimidin-4-yl)amino)methyl)phenyl)-N-methylmethanesulfonamide O=C1NC(CCC1N1C(C2=CC=C(C=C2C1=O)CNC1=CC=C(C=C1)NC1=NC=C(C(=N1)NCC=1C=C(C=CC1)N(S(=O)(=O)C)C)C(F)(F)F)=O)=O